C(C)(C)(C)OC(=O)N1CC2(CC(C2)\C=C\C2=CC=C(C=C2)C(F)(F)F)CC1 (E)-2-(4-(trifluoromethyl)styryl)-6-azaspiro[3.4]octane-6-carboxylic acid tert-butyl ester